ClC=1C=C2C(C=CC(C2=CC1)=O)=O 6-chloronaphthalene-1,4-dione